dimethylsilicon oxide C[Si](C)=O